COC(=O)C1=NC=C(C=C1)OCOC 5-(methoxymethoxy)pyridine-2-carboxylic acid methyl ester